C(C1=CC=CC=C1)OC(=O)N[C@H](CC(C(C(=O)OCC)=NO)=O)C ethyl (S)-5-(((benzyloxy)carbonyl)amino)-2-(hydroxyimino)-3-oxohexanoate